C(CCCCC)C(CCOC(CC[C@H](CC)CC(CN(CC)CCO)O)=O)CCCCCC (S)-4-(2-hydroxy-3-((2-hydroxyethyl)(ethyl)amino)propyl)hexanoic acid-3-hexylnonyl ester